FC(C1=NC2=CC=CC=C2C(=N1)N[C@@H]1C[C@@H](CCC1)NC(C1=CC=C(C=C1)OC)=O)F N-[(1R,3S)-3-{[2-(difluoromethyl)quinazolin-4-yl]amino}cyclohexyl]-4-methoxybenzamide